C(C)(C)[C@H]1C[C@@H]2[C@H](CC1C=C2C)C2OCCO2 |r| (1RS,2SR,8RS)-2-(8-ISOPROPYL-6-METHYL-BICYCLO[2.2.2]OCT-5-EN-2-YL)-1,3-DIOXOLANE